8-bromo-6-fluoro-4-hydroxy-3-methyl-chromene-2-thione BrC=1C=C(C=C2C(=C(C(OC12)=S)C)O)F